FC(C1=C(CC2=CN=C3N2CCNC3)C=CC=C1)(F)F 3-(2-(Trifluoromethyl)benzyl)-5,6,7,8-tetrahydroimidazo[1,2-a]pyrazine